1-phenylethane-1,2-diamine C1(=CC=CC=C1)C(CN)N